CC=1C=C(N)C=CC1CC 3-methyl-4-ethylaniline